C(C)(C)(C)OC(=O)N1[C@H](C[C@H](C1)OC1=NC=C(C=C1)N1CCOCC1)C (2s,4r)-2-methyl-4-[(5-morpholino-2-pyridinyl)oxy]pyrrolidine-1-carboxylic acid tert-butyl ester